(R)-3-cyclopentyl-3-[4-(7H-pyrrolo[2,3-d]pyrimidin-4-yl)-1H-pyrazol-1-yl]propanenitrile C1(CCCC1)[C@@H](CC#N)N1N=CC(=C1)C=1C2=C(N=CN1)NC=C2